NC1=C(C=C(C=N1)B(O)O)C(=O)OC (6-amino-5-(Methoxycarbonyl)pyridin-3-yl)boronic acid